3-fluoro-5-(2-pyridyloxy)pyridine FC=1C=NC=C(C1)OC1=NC=CC=C1